C(CCCCCCCCCCC)OC(CCSCCC(=O)OCCCCCCCCCCCC)=O.S(CCC(=O)OCCCCCCCCCCCCCCCCCC)CCC(=O)OCCCCCCCCCCCCCCCCCC distearyl thiodipropionate Didodecyl-thiodipropionate